C(C)C=1OC=CC1 1-oxa-2-ethyl-2,4-cyclopentadiene